C[C@@]12C(CC[C@H]1[C@@H]1CC[C@H]3CC(CC[C@]3(C)[C@H]1CC2)=O)=O (5alpha)-androstane-3,17-dione